C(CC)C(C1=CC=CC=C1)O propyl-benzyl alcohol